6-[2-fluoro-4-(2-hydroxypropoxy)-3-vinylphenyl]-5-methyl-4,5-dihydro-2H-pyridazin-3-one FC1=C(C=CC(=C1C=C)OCC(C)O)C=1C(CC(NN1)=O)C